1-(6-(3-Methyl-7-(5-methyl-1H-indazol-4-yl)furo[3,2-b]pyridin-5-yl)-2,6-diazaspiro[3.4]octan-2-yl)prop-2-en-1-one CC1=COC=2C1=NC(=CC2C2=C1C=NNC1=CC=C2C)N2CC1(CN(C1)C(C=C)=O)CC2